C(#CCCCO)O pentyne-1,5-diol